4-(3-Chloro-2-fluoro-6-methoxyphenyl)-6-methyl-N-(5-(2,2,2-trifluoroethoxy)thiazolo[5,4-d]pyrimidin-2-yl)nicotinamide ClC=1C(=C(C(=CC1)OC)C1=CC(=NC=C1C(=O)NC=1SC=2N=C(N=CC2N1)OCC(F)(F)F)C)F